C1(CC1)C1=CC(=NO1)C(=O)NC12CC(C1)(C2)C=2OC(=NN2)C2(CCC2)OC(F)(F)F 5-cyclopropyl-N-[3-[5-[3-cis-(trifluoromethoxy)cyclobutyl]-1,3,4-oxadiazol-2-yl]-1-bicyclo[1.1.1]pentanyl]isoxazole-3-carboxamide